4-Cyano-2-methoxy-N-(4-phenylbutyl)-1H-benzo[d]imidazole-1-carboxamide C(#N)C1=CC=CC=2N(C(=NC21)OC)C(=O)NCCCCC2=CC=CC=C2